C(C)C1=NN2C(C=C(C(=C2)F)N2CCN(CC2)C(C(=O)N2CC(C2)O)([2H])[2H])=C1N(C=1SC(=C(N1)C1=CC=C(C=C1)F)C#N)C 2-((2-ethyl-6-fluoro-5-(4-(2-(3-hydroxyazetidin-1-yl)-2-oxoethyl-1,1-d2)piperazin-1-yl)pyrazolo[1,5-a]pyridin-3-yl)(methyl)amino)-4-(4-fluorophenyl)thiazole-5-carbonitrile